N-[2-bromo-4-(ethoxycarbonyl)phenyl]-3,5-dichlorobenzamide BrC1=C(C=CC(=C1)C(=O)OCC)NC(C1=CC(=CC(=C1)Cl)Cl)=O